1-palmitoyl-sn-glycero-3-phospho-L-serine sodium salt [Na+].C(CCCCCCCCCCCCCCC)(=O)OC[C@@H](O)COP(=O)(O)OC[C@H](N)C(=O)[O-]